ClC1=CC=C(C=C1)C(C)(C)NC1=NC(=NC(=N1)N1C(=NC2=C1C=CC=C2)C(F)F)N2CCOCC2 N-(2-(4-chlorophenyl)propan-2-yl)-4-(2-(difluoromethyl)-1H-benzo[d]imidazol-1-yl)-6-morpholino-1,3,5-triazin-2-amine